C[C@@H](CC)[C@@H]1NC(N(C1=O)C1CC2(CC(C2)OC2=NC=CC=C2C(=O)N)C1)=O 2-{[(αr)-6-[(4S)-4-[(2S)-butan-2-yl]-2,5-dioxoimidazolidin-1-yl]spiro[3.3]heptan-2-yl]oxy}pyridine-3-carboxamide